C(C(C)C)[C@@H]1CN=C(O1)C=1OC(CN1)CC(C)C (5R,5R)-5,5'-diisobutyl-4,4',5,5'-tetrahydro-2,2'-bioxazole